[N+](=O)([O-])C1=CC=C(C=C1)OC([C@@H](NC(=O)OCC1=CC=CC=C1)CCCCNC(=O)OCC1=CC=CC=C1)=O N,N'-bis(benzyloxycarbonyl)-L-lysine p-nitrophenyl ester